(S)-4-(((S)-2-fluoro-3-methoxypropyl)(4-(5,6,7,8-tetrahydro-1,8-naphthyridin-2-yl)butyl)amino)-2-(quinoxalin-2-ylamino)butanoic acid tert-butyl ester C(C)(C)(C)OC([C@H](CCN(CCCCC1=NC=2NCCCC2C=C1)C[C@@H](COC)F)NC1=NC2=CC=CC=C2N=C1)=O